N1(N=NN=C1)[C@@H]1CC[C@H](CC1)N trans-4-(1H-tetrazol-1-yl)Cyclohexylamine